C1(=C(C=CC=C1)C1=C(C(=C(C=C1)C1=CC=CC=C1)C1=NN=NC(=C1C1=C(C=CC=C1)C1=CC=CC=C1)C1=C(C(=CC=2C3=CC=CC=C3CC12)C)C)C1=CC=CC=2OC3=C(C21)C=CC=C3)C3=CC=CC=C3 (biphenylyl)dibenzofuranyl[dimethylfluorenyl(biphenylyl)triazineyl]biphenyl